[Zn+2].[Cl-].[Cl-] chloride Zinc